BrC1=C(C(=C(C=C1)C1C(CN(CC1)C(=O)OC(C)(C)C)O)F)F tert-butyl 4-(4-bromo-2,3-difluoro-phenyl)-3-hydroxy-piperidine-1-carboxylate